C(C)C=1C=C(C=C(C1)OC(F)(F)F)C1CCC2(CN(C2)C(=O)C2CC(C2)(C)O)CC1 (7-(3-Ethyl-5-(trifluoromethoxy)phenyl)-2-azaspiro[3.5]nonan-2-yl)((1s,3s)-3-hydroxy-3-methylcyclobutyl)methanon